3-[[4-[(2R)-2-[[(4S)-2,2-Dimethyl-1,3-dioxolan-4-yl]methylamino]-4-methyl-pentoxy]-6-(2,6-dimethylphenyl)pyrimidin-2-yl]sulfamoyl]benzoic acid CC1(OC[C@@H](O1)CN[C@@H](COC1=NC(=NC(=C1)C1=C(C=CC=C1C)C)NS(=O)(=O)C=1C=C(C(=O)O)C=CC1)CC(C)C)C